6-((4-Methoxy-2-methylphenyl)amino)-1-(4-methoxyphenyl)-3-methyl-1,3-dihydro-2H-imidazo[4,5-c]pyridin-2-one COC1=CC(=C(C=C1)NC1=CC2=C(C=N1)N(C(N2C2=CC=C(C=C2)OC)=O)C)C